1-((1-acryloylazetidin-3-yl)methyl)-7-chloro-5-fluoro-6-(2-fluoro-6-hydroxyphenyl)-1,4-dihydroquinoxaline-2,3-dione C(C=C)(=O)N1CC(C1)CN1C(C(NC2=C(C(=C(C=C12)Cl)C1=C(C=CC=C1O)F)F)=O)=O